CN(C(CNC(=O)N1CC2=CC=C(C=C2C1)F)C1=CSC=C1)C (-)-N-(2-(dimethylamino)-2-(thiophen-3-yl)ethyl)-5-fluoroisoindoline-2-carboxamide